OCC(C(=O)O)(C)C.C(C=C)(=O)O.C(C=C)(=O)O.C(C(C)(C)C)(O)O neopentanediol diacrylate hydroxypivalate